2,4'-biphenyl-diamine C=1(C(=CC=CC1)N)C1=CC=C(C=C1)N